CC(=C)CCC(C)(C)C 2,5,5-trimethyl-1-hexene